C(C)(C)[C@@H]1N=C(OC1(C1=CC=CC=C1)C1=CC=CC=C1)C1=NC(=CC=C1)C=1OC([C@@H](N1)C(C)C)(C1=CC=CC=C1)C1=CC=CC=C1 2,6-bis((S)-4-isopropyl-5,5-diphenyl-4,5-dihydro-oxazol-2-yl)pyridine